C(C)C=1C(=C(C(=C(C(=O)O)C1)CCCCCC)CC)C(=O)O.NC1=CC=C(C(=N1)C)CNC(CN1C(=NC=C(C1=O)NCCC1=CC=CC=C1)C)=O N-((6-amino-2-methylpyridin-3-yl)methyl)-2-(2-methyl-6-oxo-5-(phenethylamino)pyrimidin-1(6H)-yl)acetamide diethyl-hexyl-terephthalate